ClC=1C=C2C(=C(NC2=C(C1)NC1CCOCC1)C1=CC=CC=C1)CN1CC(NCC1)=O 4-((5-chloro-2-phenyl-7-((tetrahydro-2H-pyran-4-yl)amino)-1H-indol-3-yl)methyl)piperazine-2-one